C(CCCCCCC)N1C2=CC=CC=C2C=2C=CC(=CC12)NC1=CC=CC=C1 9-Octyl-N-phenyl-9H-carbazol-2-amine